C1(CC1)OC1=NN(C=C1N)CC(F)F Cyclopropoxy-1-(2,2-difluoroethyl)pyrazol-4-amine